(1s,4s)-4-(3-Chloroanilino)-2'-{[2-(pyridin-4-yl)ethyl]carbamoyl}spiro[cyclohexane-1,1'-indene]-4-carboxylic acid ClC=1C=C(NC2(CCC3(C(=CC4=CC=CC=C34)C(NCCC3=CC=NC=C3)=O)CC2)C(=O)O)C=CC1